C(C=CC)(=O)OCC ethyl butenate